C[Sn](C1=CC2=C(S1)C=C(S2)[Sn](C)(C)C)(C)C 2,5-bis(trimethylstannyl)-thieno[3,2-b]thiophene